zirconium sodium hydroxy phosphate silver [Ag+].P(=O)(OO)([O-])[O-].[Na+].[Zr+4].OOP(=O)([O-])[O-].OOP(=O)([O-])[O-]